NC=1C=C(C=C(C1)C(F)(F)F)[C@@H](C)NC=1C2=C(N=C(N1)C)C(N(C(=C2)N2CCN(CC2)CC)C)=O (R)-4-((1-(3-amino-5-(trifluoromethyl)phenyl)ethyl)amino)-6-(4-ethylpiperazin-1-yl)-2,7-dimethylpyrido[3,4-d]pyrimidin-8(7H)-one